C1(CCCCC1)C(C(C(C(=O)O)(C1CCCCC1)C1CCCCC1)(O)C(=O)O)C(=O)O.C(C)OCC ethyl ether tricyclohexyl-citrate